CC=1C(=C(C=C(C1)C)O)C=1N=NC(=CC1)N[C@H]1CN(CCC1)C (R)-3,5-dimethyl-2-(6-((1-methylpiperidin-3-yl)amino)pyridazin-3-yl)phenol